ClC1=CC=C(CN2[C@@H](C(N(CC2=O)C(C)C)=O)C2=NC=C(C=C2)Cl)C=C1 (R)-4-(4-chlorobenzyl)-3-(5-chloropyridin-2-yl)-1-isopropylpiperazine-2,5-dione